(S)-7-((6-((dimethylamino)-methyl)-5-(tetrahydrofuran-3-yl)pyridin-2-yl)amino)-4-(8-methylimidazo[1,2-a]pyridin-3-yl)isoindolin-1-one CN(C)CC1=C(C=CC(=N1)NC=1C=CC(=C2CNC(C12)=O)C1=CN=C2N1C=CC=C2C)[C@H]2COCC2